2-hydroxy-3,4-dimethyl-2-cyclopentene-1-one OC=1C(CC(C1C)C)=O